tert-butyl {4-[(E)-2-cyanoethenyl]-2,6-dimethylphenyl}carbamate C(#N)/C=C/C1=CC(=C(C(=C1)C)NC(OC(C)(C)C)=O)C